OC(CC)C1=CC(=C(C=N1)C1=NC=C2C=C(N=CC2=C1)NC(=O)C1COC1)C N-(7-(6-(1-hydroxypropyl)-4-methylpyridin-3-yl)-2,6-naphthyridin-3-yl)oxetane-3-carboxamide